(6-bromo-7-methoxy-1H-indazol-1-yl)-N,N-dimethylethan-1-amine BrC1=CC=C2C=NN(C2=C1OC)C(C)N(C)C